C(C)C=1N(C=2N(C(C1N1CCN(CC1)C(C1=NC=CC=C1O)=O)=O)N=C(N2)C2=CCC(CC2)OC)CC(=O)NC2=CC=C(C=C2)C(F)(F)F (5-ethyl-6-(4-(3-hydroxypicolinoyl)piperazin-1-yl)-2-(4-methoxycyclohex-1-en-1-yl)-7-oxo-[1,2,4]triazolo[1,5-a]pyrimidin-4(7H)-yl)-N-(4-(trifluoromethyl)phenyl)acetamide